BrCCCCOC1=CC=C(C=C1)C1CCN(CC1)C=1C=C(C(=NC1)C#N)C(F)(F)F 5-(4-(4-(4-bromobutoxy)-phenyl)piperidin-1-yl)-3-(trifluoromethyl)picolinonitrile